potassium phosphate ammonium nitrate [N+](=O)([O-])[O-].[NH4+].P(=O)([O-])(O)O.[K+]